CC(CCO)CCCC(CCCC(CCCC(C)C)C)C 3,7,11,15-tetramethylhexadecan-1-ol